CS(=O)(=O)/C=C/C(=O)O (E)-3-(methylsulfonyl)acrylic acid